N1(CCC1)C=1C=CC(=NC1)C1=CC(=CN1C)C(=O)NC1=CC(=CC(=C1)NS(=O)(=O)C)Cl 5-(5-(azetidin-1-yl)pyridin-2-yl)-N-(3-chloro-5-(methylsulfonamido)phenyl)-1-methyl-1H-pyrrole-3-carboxamide